FC(=CB1OC(C(O1)(C)C)(C)C)F 2-(2,2-difluoroethenyl)-4,4,5,5-tetramethyl-1,3,2-dioxaborolane